ClC=1C=CC2=C(S(CC(N2)=O)(=O)=O)N1 6-chloro-1H,3H-4lambda6-pyrido[2,3-b][1,4]thiazine-2,4,4-trione